6-phenyl-3-(p-tolyl)-1-tosyl-1,6-dihydropyridazine C1(=CC=CC=C1)C1C=CC(=NN1S(=O)(=O)C1=CC=C(C)C=C1)C1=CC=C(C=C1)C